NC1=NC(=CC(=N1)C=1N=NN(C1)CC1=CC=CC(=N1)[C@H](C)N1C[C@H](CC1)C(=O)O)C1=CC(=CC=C1)C#N (S)-1-[(S)-1-[6-({4-[2-amino-6-(m-cyanophenyl)-4-pyrimidinyl]-1H-1,2,3-triazol-1-yl}methyl)-2-pyridinyl]ethyl]-3-pyrrolidinecarboxylic acid